(2,2-diethoxyethyl)-4,6-bis(4-fluorophenyl)-5-(4-pyridyl)pyrazolo[3,4-b]pyridine C(C)OC(CC1=NNC2=NC(=C(C(=C21)C2=CC=C(C=C2)F)C2=CC=NC=C2)C2=CC=C(C=C2)F)OCC